isoxazole-3-carboxylic acid methyl ester COC(=O)C1=NOC=C1